ClC1=NC=C(C(=O)NOCC)C(=C1)NC=1C(=NC(=CC1)C)N(S(=O)(=O)C)C 6-chloro-N-ethoxy-4-((6-methyl-2-(N-methylmethanesulfonamido)pyridin-3-yl)amino)nicotinamide